bis[2-methyladamantyl-acetyloxymethoxyphenyl]phenylsulfonium perfluoro-butanesulfonate FC(C(C(C(F)(F)F)(F)F)(F)F)(S(=O)(=O)[O-])F.CC1C2(CC3CC(CC1C3)C2)C=2C(=C(C=CC2)[S+](C2=CC=CC=C2)C2=C(C(=CC=C2)C23C(C1CC(CC(C2)C1)C3)C)OCOC(C)=O)OCOC(C)=O